1-(4-(5-(7-methoxy-2H-pyrazolo[3,4-c]pyridin-4-yl)pyridin-3-yl)phenyl)pyrrolidin-2-one COC1=NC=C(C=2C1=NNC2)C=2C=C(C=NC2)C2=CC=C(C=C2)N2C(CCC2)=O